Tert-butyl 4-((2R,3R)-3-(2-oxabicyclo[2.2.2]octan-4-ylmethoxy)-2-(((benzyloxy)carbonyl)amino)butoxy)piperidine-1-carboxylate C12OCC(CC1)(CC2)CO[C@@H]([C@@H](COC2CCN(CC2)C(=O)OC(C)(C)C)NC(=O)OCC2=CC=CC=C2)C